2-(2,3-difluorostyryl)pyrrolidine hydrochloride Cl.FC1=C(C=CC2NCCC2)C=CC=C1F